COC1=CC(=C(C=C1NC1=NC=NC(=C1)N1OCC[C@@H]1C1=CC=CC=C1)NC(C=C)=O)N1C(=NC=C1)C N-(4-methoxy-2-(2-methyl-1H-imidazole-1-yl)-5-((6-((R)-3-phenylisoxazolidine-2-yl)pyrimidine-4-yl)amino)phenyl)acrylamide